methyl 2-(2-(3-fluorophenyl) butanamido)-5-carbamoyl-4-methylthiophene-3-carboxylate FC=1C=C(C=CC1)C(C(=O)NC=1SC(=C(C1C(=O)OC)C)C(N)=O)CC